C(CCCCCCC\C=C\C\C=C\CCCCC)(=O)OCC Ethyl (9E,12E)-octadeca-9,12-dienoate